O=C1NC(CCC1N1C(C2=CC=C(C=C2C=N1)N1CCN(CC1)CC(=O)O)=O)=O 2-(4-(2-(2,6-dioxopiperidin-3-yl)-1-oxo-1,2-dihydrophthalazin-6-yl)piperazin-1-yl)Acetic acid